(E)-3-(3-fluorophenyl)acrolein FC=1C=C(C=CC1)/C=C/C=O